3-oxocyclopropane-1-carboxamide O=C1CC1C(=O)N